FC(C1=CC(=NC=C1C1=NC(=NC(=N1)N1C(COCC1)(C)C)N1CCOCC1)N)F 4-(difluoromethyl)-5-[4-(3,3-dimethylmorpholin-4-yl)-6-morpholino-1,3,5-triazin-2-yl]pyridin-2-amine